ClC=1C=C2C(=NC1N1N=CC=N1)N(C=C2C(=O)C=2C=NN(C2C(F)(F)F)C2=CN=CC1=C(C=CC=C21)F)CC [5-chloro-1-ethyl-6-(2H-1,2,3-triazol-2-yl)-1H-pyrrolo[2,3-b]pyridin-3-yl][1-(8-fluoroisoquinolin-4-yl)-5-(trifluoromethyl)-1H-pyrazol-4-yl]methanone